COC1=CC=C(C=C1)/C=C/C(=O)OC(C)(CCCC(CC=O)C)C 2,6-dimethyl-8-oxooctan-2-yl (E)-3-(4-methoxyphenyl)acrylate